2,8-bismaleimidylnaphthalene C1(C=CC(N1C1=CC2=C(C=CC=C2C=C1)N1C(C=CC1=O)=O)=O)=O